2-sulfhydryl-thiazoline SC=1SCCN1